C(=O)OC1OCC(O1)CO 4-(hydroxymethyl)-1,3-dioxolan-2-yl formate